C1=CC=CC=2C3=CC=CC=C3C(C12)COC(=O)N([C@@H](COC(C)=O)C(=O)O)[C@@H]1[C@@H](OC(C)=O)[C@@H](O)[C@H](OC(C)=O)[C@H](O1)COC(C)=O Nα-(9-fluorenylmethoxycarbonyl)-2,3,4,6-tetra-O-acetyl-alpha-D-mannopyranosyl-L-serine